ClC1=C(C=C2C=C(N=CC2=C1)NC(=O)[C@H]1CC12CCOCC2)[C@H]2[C@H](CN(CC2)C2(COCC2O)C)F (1S)-N-(7-chloro-6-((3R,4S)-3-fluoro-1-(4-hydroxy-3-methyltetrahydrofuran-3-yl)piperidin-4-yl)isoquinolin-3-yl)-6-oxaspiro[2.5]octane-1-carboxamide